N-(3-(5-chlorobenzo[d]thiazol-2-yl)bicyclo[1.1.1]pentan-1-yl)-5-(1-(methylsulfonyl)propyl)furan-2-carboxamide ClC=1C=CC2=C(N=C(S2)C23CC(C2)(C3)NC(=O)C=3OC(=CC3)C(CC)S(=O)(=O)C)C1